C(\C=C\C1=CC(OC)=C(O)C=C1)(=O)SCCNC(CCNC([C@@H](C(COP(OP(OC[C@@H]1[C@H]([C@H]([C@@H](O1)N1C=NC=2C(N)=NC=NC12)O)OP(=O)(O)O)(=O)O)(=O)O)(C)C)O)=O)=O trans-feruloyl-CoA